C(C)(C)N1N=CC(=C1)B1OC(C)(C)C(C)(C)O1 1-Isopropyl-1H-pyrazole-4-boronic acid pinacol ester